(piperazin-1-yl)quinolin-4-amine N1(CCNCC1)C1=NC2=CC=CC=C2C(=C1)N